ClC=1C=2N(C=C(C1)C(F)(F)F)C(=NN2)NC(C(=O)N)=C 2-[[8-chloro-6-(trifluoromethyl)-[1,2,4]triazolo[4,3-a]pyridin-3-yl]amino]acrylamide